CC1=C(C=CC=C1C)N1CCN(CC1)C(CN1N=C(C2=C1CCC2)C(=O)N2C1CC(C2)(C1)CO)=O 1-[4-(2,3-Dimethylphenyl)piperazin-1-yl]-2-{3-[4-(hydroxymethyl)-2-azabicyclo[2.1.1]hexan-2-carbonyl]-5,6-dihydrocyclopenta[c]pyrazol-1(4H)-yl}ethan-1-on